(S)-(2R,3R,11bR)-3-isobutyl-9,10-dimethoxy-2,3,4,6,7,11-hexahydro-1H-pyrido[2,1-a]isoquinolin-2-yl 2-amino-3-methylbutanoate di(4-methylbenzenesulfonate) CC1=CC=C(C=C1)S(=O)(=O)O.CC1=CC=C(C=C1)S(=O)(=O)O.N[C@H](C(=O)O[C@@H]1CC=2N(CCC3=CC(=C(CC23)OC)OC)C[C@H]1CC(C)C)C(C)C